The molecule is an amino trisaccharide consisting of 2-acetamido-beta-D-galactopyranose, alpha-D-galactopyranose and D-galactopyranose residues joined in sequence by (1->3) and (1->4) glycosidic bonds. It is a member of acetamides and an amino trisaccharide. It derives from an alpha-D-Gal-(1->4)-D-Gal. CC(=O)N[C@@H]1[C@H]([C@H]([C@H](O[C@H]1O[C@H]2[C@H]([C@H](O[C@@H]([C@@H]2O)O[C@H]3[C@H](OC([C@@H]([C@H]3O)O)O)CO)CO)O)CO)O)O